(S)-5-(2,5-dimethylphenyl)-1-(1-(6-ethoxy-5-methoxypyridin-2-yl)-2-(methylsulfonyl)ethyl)-1H-benzo[d]imidazol-2(3H)-one CC1=C(C=C(C=C1)C)C1=CC2=C(N(C(N2)=O)[C@H](CS(=O)(=O)C)C2=NC(=C(C=C2)OC)OCC)C=C1